O[C@@H]1[C@@H](CCC2=C1N=C(S2)C(=O)N)[C@@H]2N1C(C3=CC=CC=C23)=CN=C1 (4R,5S)-4-Hydroxy-5-((S)-5H-imidazo[5,1-a]isoindol-5-yl)-4,5,6,7-tetrahydrobenzo[d]thiazol-2-carboxamid